vanadium (II) sulfide [S-2].[V+2]